ClC1=C2C3=C(N=CN=C3C(=C1C1=C3C=NNC3=CC=C1F)F)N1[C@H](CO2)CN(CC1)C(C=C)=O 1-[(8aS)-6-Chloro-4-fluoro-5-(5-fluoro-1H-indazol-4-yl)-8a,9,11,12-tetrahydropyrazino[2',1':3,4][1,4]oxazepino[5,6,7-de]quinazolin-10(8H)-yl]prop-2-en-1-one